N-Ethyl-acrylamide C(C)NC(C=C)=O